1,4-bis(4,7,10-trimethyl-2,5,8,11-tetraoxatetradec-13-en-13-yl)benzene (S)-2-(2-hydroxy-1-methoxyethoxy)ethyl-4-methylbenzenesulfonate OC[C@H](OCCOS(=O)(=O)C1=CC=C(C=C1)C)OC.CC(COC)OCC(OCC(OCC(=C)C1=CC=C(C=C1)C(COC(COC(COC(COC)C)C)C)=C)C)C